5-methyl-6-nitro-isoindole-1,3-dione CC=1C=C2C(NC(C2=CC1[N+](=O)[O-])=O)=O